C(C)(C)(C)OC(=O)N[C@H](C(=O)OC)CC1CCC1 methyl (S)-2-((tert-butoxycarbonyl)amino)-3-cyclobutylpropanoate